C(C)(C)(C)OP(=O)(OC(C)(C)C)OC1=C(C(=CC(=C1)P(=O)(OC(C)C)OC(C)C)C)C(CC(=O)O)(C)C 3-(2-((Di-tert-butoxyphosphoryl)oxy)-4-(diisopropoxyphosphoryl)-6-methylphenyl)-3-methylbutanoic acid